(3S)-3-[[(R)-tert-butylsulfinyl]amino]-1-methyl-spiro[indoline-2,4'-piperidine]-1'-carboxylic acid tert-butyl ester C(C)(C)(C)OC(=O)N1CCC2(CC1)N(C1=CC=CC=C1[C@@H]2N[S@](=O)C(C)(C)C)C